ClC=1C(=NC(=C(C1)F)C1=C(C(=C(C=C1F)F)F)F)S(=O)(=O)N 3-chloro-5-fluoro-6-(2,3,4,6-tetrafluorophenyl)pyridine-2-sulfonamide